COC(CN1C(CN(CC1)CCCCCC1=CC=C2CCCN(C2=N1)C(=O)OC(C)(C)C)=O)=O Tert-butyl 7-(5-(4-(2-methoxy-2-oxoethyl)-3-oxopiperazin-1-yl)pentyl)-3,4-dihydro-1,8-naphthyridine-1(2H)-carboxylate